C(C1=CC=CC=C1)SC1=C(C=CC=C1)S(=O)(=O)CC 1-(benzylsulfanyl)-2-(ethylsulfonyl)benzene